(7R,14R)-6-(methyl-d3)-5-oxo-1-((triisopropylsilyl)ethynyl)-5,6,7,14-tetrahydro-7,14-methanobenzo[f]benzo[4,5]imidazo[1,2-a][1,4]diazocin-11-yl trifluoromethanesulfonate FC(S(=O)(=O)OC1=CC2=C(N=C3N2[C@H]2C4=C(C(N([C@@H]3C2)C([2H])([2H])[2H])=O)C=CC=C4C#C[Si](C(C)C)(C(C)C)C(C)C)C=C1)(F)F